C(=O)(O)C=1C=C(OC=2C(=C(C=CC2)C2=CC(=CC=C2)C2=CC=CC=C2)OC2=CC(=CC=C2)C(=O)O)C=CC1 bis(3-carboxyphenoxy)-m-terphenyl